FC(C1=NN=C(O1)C1=CC=C2CN(C(C2=C1)=O)N(CC1CCOCC1)CC1=CC=C(C=C1)F)F 6-[5-(Difluoromethyl)-1,3,4-oxadiazol-2-yl]-2-{[(4-fluorophenyl)methyl][(oxan-4-yl)methyl]amino}-2,3-dihydro-1H-isoindol-1-one